COC(=O)C1=NC=NN1C(C1=CC=CC=C1)(C1=CC=CC=C1)C1=CC=CC=C1.ClCN1CCOCC1 4-(chloromethyl)morpholine Methyl-1-trityl-1H-1,2,4-triazole-5-carboxylate